3-(2-hydroxy-propan-2-yl)-1H-pyridin OC(C)(C)C=1CNC=CC1